1-(2-chloro-5-(4-(1-(4-(4,5-dimethyl-6-oxo-1-propyl-1,6-dihydropyridin-3-yl)-2,6-dimethoxyphenethyl)piperidin-4-yloxy)piperidine-1-carbonyl)phenyl)-dihydropyrimidine-2,4(1H,3H)-dione ClC1=C(C=C(C=C1)C(=O)N1CCC(CC1)OC1CCN(CC1)CCC1=C(C=C(C=C1OC)C1=CN(C(C(=C1C)C)=O)CCC)OC)N1C(NC(CC1)=O)=O